8-(tert-butyl)-10,10-dimethyl-11-phenyl-2-(trifluoromethyl)-10H-indeno[1,2-b]quinoline C(C)(C)(C)C1=CC=2C(C=3C(=NC2C=C1)C1=CC=C(C=C1C3C3=CC=CC=C3)C(F)(F)F)(C)C